C(CCCCCC)OC1=CSC2=C1SC=C2C2(CC=C(C=C2)N)NC2=CC=CC=C2 1-(6-(heptyloxy)thieno[3,2-b]thiophen-3-yl)-N1-phenylbenzene-1,4-diamine